C(#N)[C@@H]1C[C@@]2(CN1C([C@H](CC(C)C)N(C(=O)C=1NC3=CC(=CC(=C3C1)F)F)C)=O)C(NC1=CC=C(C=C12)N1N=NC(=C1)C1CC1)=O N-((S)-1-((3R,5'S)-5'-cyano-5-(4-cyclopropyl-1H-1,2,3-triazol-1-yl)-2-oxospiro[indoline-3,3'-pyrrolidin]-1'-yl)-4-methyl-1-oxopentan-2-yl)-4,6-difluoro-N-methyl-1H-indole-2-carboxamide